O=S1(C2=C(OC3(COC3)C=N1)C=CC=C2)=O 1,1-Dioxidospiro[benzo[b][1,4,5]oxathiazepine-4,3'-oxetan]